2,6-diaminoanthracen NC1=CC2=CC3=CC=C(C=C3C=C2C=C1)N